tert-Butyl 4-(trifluoromethyl)-3',6'-dihydro-[2,4'-bipyridine]-1'(2'H)-carboxylate FC(C1=CC(=NC=C1)C=1CCN(CC1)C(=O)OC(C)(C)C)(F)F